(R)-2-(6-(5-chloro-2-((2-methyl-2H-1,2,3-triazol-4-yl)amino)pyrimidin-4-yl)-1-oxoisoindolin-2-yl)acrylic acid ClC=1C(=NC(=NC1)NC1=NN(N=C1)C)C1=CC=C2CN(C(C2=C1)=O)C(C(=O)O)=C